t-butyl (5'S)-5'-carbamoyl-6-methyl-2-oxo-1,2-dihydrospiro[pyrido[2,3-b][1,4]oxazine-3,3'-pyrrolidine]-1'-carboxylate C(N)(=O)[C@@H]1CC2(CN1C(=O)OC(C)(C)C)C(NC1=C(O2)N=C(C=C1)C)=O